dipentaerythritol propionate tetraacrylate C(C=C)(=O)OCC(COC(CC)=O)(COCC(COC(C=C)=O)(COC(C=C)=O)COC(C=C)=O)CO